7-oxo-6,7-dihydropyrido[3,4-d]pyridazine-1-carboxylic acid methyl ester COC(=O)C=1C=2C(C=NN1)=CNC(C2)=O